C(C)(C)(C)OC(=O)N1C(C2(C=3C=NC=CC31)CC2)NC(C)=O acetamidospiro[cyclopropane-1,3'-pyrrolo[3,2-c]pyridine]-1'(2'h)-carboxylic acid tert-butyl ester